NCCOCCNC(C1=C(C=C(C=C1)NC=1C=2N(C=CN1)C(=CN2)C=2C(=NNC2)C(F)(F)F)CC)=O N-[2-(2-aminoethoxy)ethyl]-2-ethyl-4-[[3-[3-(trifluoromethyl)-1H-pyrazol-4-yl]imidazo[1,2-a]pyrazin-8-yl]amino]benzamide